ClC1=CC=C(C=C1)C1=C(N=C(N1)C1=CC=C(OCC2=CC=CC(=N2)N(C(OC(C)(C)C)=O)C)C=C1)C tert-butyl (6-((4-(5-(4-chlorophenyl)-4-methyl-1H-imidazol-2-yl)phenoxy)methyl)pyridin-2-yl)(methyl)carbamate